C[Si]([N-][Si](C)(C)C)(C)C.C[Si]([N-][Si](C)(C)C)(C)C.[Mg+2] Magnesium bis(hexamethyldisilazid)